2-Methyl-2-(trifluoromethoxy)propionic acid CC(C(=O)O)(C)OC(F)(F)F